2,3-dihydro-1H-pyrrole-1-carboxylic acid tert-butyl ester C(C)(C)(C)OC(=O)N1CCC=C1